C(CCCCCCC\C=C/C\C=C/CCCCC)(=O)OCC(COC(CCC(OCCCC\C=C/CC)OCCCC\C=C/CC)=O)COC(CCC(CCCCCC)OC(NCCN1CCCC1)=O)=O 3-((4,4-bis(((Z)-oct-5-en-1-yl)oxy)butanoyl)oxy)-2-(((4-(((2-(pyrrolidin-1-yl)ethyl) carbamoyl)oxy)decanoyl)oxy)methyl)propyl (9Z,12Z)-octadeca-9,12-dienoate